(2S)-2-(tert-butoxycarbonylamino)-3-phenylpropionic acid C(C)(C)(C)OC(=O)N[C@H](C(=O)O)CC1=CC=CC=C1